NCC=1C=C(C=CC1)C1=CC2=C(SC=C2COC2=C(C=CC=C2)CC(=O)OCC)C=C1 ethyl 2-(2-((5-(3-(aminomethyl)phenyl)benzo[b]thiophen-3-yl)methoxy)phenyl)acetate